4-(3-ethylphenyl)-2-methyl-1,3-dioxolane C(C)C=1C=C(C=CC1)C1OC(OC1)C